2-chloro-5-methyl-9-phenyl-9H-carbazole ClC1=CC=2N(C3=CC=CC(=C3C2C=C1)C)C1=CC=CC=C1